(8-ethyl-7-fluoro-3-(methoxymethoxy)naphthalen-1-yl)-2-(methylsulfanyl)-7,8-dihydro-5H-pyrano[4,3-d]pyrimidin-4-ol C(C)C=1C(=CC=C2C=C(C=C(C12)C1OCCC=2N=C(N=C(C21)O)SC)OCOC)F